C1(=CC(=CC=C1)S(=O)C=1C=C(C=CC1)C)C di(3-toluyl) sulfoxide